FC=1C=C(C=CC1)C=1C(=C2C(=NC1C(F)(F)F)CCC2)NC(OCC(Cl)(Cl)Cl)=O 2,2,2-Trichloroethyl (3-(3-fluorophenyl)-2-(trifluoromethyl)-6,7-dihydro-5H-cyclopenta[b]pyridin-4-yl)carbamate